N[C@H]1CN2CCC1CC2 (R)-3-aminoquinuclidine